ClC1=CC=C(C=C1)C(CC)N1CC2(C1)CCN(CC2)C2=CC(=C(C(=O)NS(=O)(=O)C1=CC(=C(C=C1)NCC1CCOCC1)[N+](=O)[O-])C=C2)OC=2C=C1C(=NC2)NC=C1 4-[2-[1-(4-chlorophenyl)propyl]-2,7-diazaspiro[3.5]nonan-7-yl]-N-[3-nitro-4-(tetrahydropyran-4-ylmethylamino)phenyl]sulfonyl-2-(1H-pyrrolo[2,3-b]pyridin-5-yloxy)benzamide